3,5-dimethylphenyl-2,3-dihydrothiazolo[2,3-a]isoindole CC=1C=C(C=C(C1)C)C1CN2C(=C3C=CC=CC3=C2)S1